5-(4-chloro-2-methylphenyl)-1-isopropyl-3,3,7-trimethyloctahydrobenzo[c]isoxazole ClC1=CC(=C(C=C1)C1CC2C(N(OC2(C)C)C(C)C)C(C1)C)C